1-(5-acetyl-4-(benzo[b]thiophen-3-yl)-2,6-dimethyl-1,4-dihydropyridin-3-yl)-2-phenylethan-1-one C(C)(=O)C=1C(C(=C(NC1C)C)C(CC1=CC=CC=C1)=O)C=1C2=C(SC1)C=CC=C2